FC1=CC=C(C=N1)C1=CC(=NN1C1=NC=CN=C1)OCC(=O)OCC ethyl {[5-(6-fluoropyridin-3-yl)-1-(pyrazin-2-yl)-1H-pyrazol-3-yl]oxy}acetate